N1=C(C=CC=C1)N1CCN(CC1)C(=O)N 4-(pyridin-2-yl)piperazine-1-carboxamide